OC1=C(C(=O)C2=CC=CC=C2)C=CC(=C1)OCCCCCCCC 2-Hydroxy-4-(octyloxy)-benzophenon